ClC1=C2C=NNC2=C(C(=C1)C1=CCCN(C1)C(=O)OC(C)(C)C)F Tert-butyl 5-(4-chloro-7-fluoro-1H-indazol-6-yl)-3,6-dihydropyridine-1(2H)-carboxylate